NC1=C(C=C(C=N1)C=1N=C(N(N1)C(C)C)C1=CC(CC1)=O)C(F)(F)F 3-[5-[6-amino-5-(trifluoromethyl)-3-pyridinyl]-2-isopropyl-1,2,4-triazol-3-yl]cyclopent-2-en-1-one